ClC1=C2C(=NC(=C1)NC=1C(=CC(=NC1)C#N)C)N(C=N2)C 5-(7-Chloro-3-methyl-3H-imidazo[4,5-b]pyridin-5-ylamino)-4-methyl-pyridine-2-carbonitrile